ClC=1C=C(OCC[C@@H](C(=O)O)C)C=CC1C=1N(C2=NC=NC(=C2N1)OC1(CC1)C)CC1=CC(=CC=C1)C#N |r| (racemic)-(S)-4-(3-chloro-4-(9-(3-cyanobenzyl)-6-(1-methylcyclopropoxy)-9H-purin-8-yl)phenoxy)-2-methylbutanoic acid